BrC=1C=C2C=NN(C(C2=CC1)=O)CC1=NN(C=C1)C1OCCCC1 6-bromo-2-((1-(tetrahydro-2H-pyran-2-yl)-1H-pyrazol-3-yl)methyl)phthalazin-1(2H)-one